C1(=CC=CC2=CC=CC=C12)C(=O)C=1C=C2C(=CNC2=CC1)C1CCN(CC1)CCCCCC 5-(1-naphthoyl)-3-(1-hexylpiperidin-4-yl)-1H-indole